4-(chloromethyl)-N-(1,9-dimethyl-9H-pyrido[3,4-b]indol-3-yl)benzamide ClCC1=CC=C(C(=O)NC2=CC3=C(N(C4=CC=CC=C34)C)C(=N2)C)C=C1